5-(1-((4,4-difluorocyclohexyl)methyl)-4-hydroxypiperidin-4-yl)-2-(2,6-dioxopiperidin-3-yl)isoindoline-1,3-dione FC1(CCC(CC1)CN1CCC(CC1)(O)C=1C=C2C(N(C(C2=CC1)=O)C1C(NC(CC1)=O)=O)=O)F